CC1(CCC2=CC(=CC=C12)O)C 1,1-dimethyl-2,3-dihydro-1H-inden-5-ol